NC1=C(C2=C(OCCOC2)S1)C(=O)C1=C(C=CC=C1F)F (7-amino-2,3-dihydro-5H-thieno[2,3-e][1,4]dioxepin-6-yl)(2,6-difluorophenyl)-methanone